BrC1=C(C=CC=C1)I 2-Bromo-iodo-benzol